1,1'-(((2-((5-((E)-2-(thiophen-2-yl)vinyl)-1H-pyrazol-1-yl)methoxy)propane-1,3-diyl)bis(oxy))bis(methylene))bis(3-((E)-2-(thiophen-2-yl)vinyl)-1H-pyrazole) S1C(=CC=C1)/C=C/C1=CC=NN1COC(COCN1N=C(C=C1)\C=C\C=1SC=CC1)COCN1N=C(C=C1)\C=C\C=1SC=CC1